ClC1=CC=C(C=C1)C(=O)N1[C@@H](C=2N(CC1)C(=NN2)C=2SC=C(N2)C2CC2)C (R)-(4-chlorophenyl)(3-(4-cyclopropylthiazol-2-yl)-8-methyl-5,6-dihydro-[1,2,4]triazolo[4,3-a]pyrazin-7(8H)-yl)methanone